(R)-N-(1-(3,5-di(thiophen-2-yl)phenyl)ethyl)-5-(2-(dimethylamino)ethoxy)-2-methyl-benzamide S1C(=CC=C1)C=1C=C(C=C(C1)C=1SC=CC1)[C@@H](C)NC(C1=C(C=CC(=C1)OCCN(C)C)C)=O